2-[3-methyl-2-oxo-6-[3-(trifluoromethyl)phenyl]imidazo[4,5-B]pyridin-1-yl]acetic acid CN1C(N(C=2C1=NC=C(C2)C2=CC(=CC=C2)C(F)(F)F)CC(=O)O)=O